4-nitro-α-methylstyrene [N+](=O)([O-])C1=CC=C(C(=C)C)C=C1